C(#N)CN([C@@H](CCC(=O)[O-])C(=O)[O-])CC#N.[Na+].C1CCC2=C(C=3CCCC3C=C12)NC(=O)NS(=O)(=O)\C=C\C=1SC=CN1.[Na+] (E)-N-((1,2,3,5,6,7-hexahydro-s-indacen-4-yl)carbamoyl)-2-(thiazol-2-yl)ethenesulfonamide sodium N,N-bis(cyanomethyl)-L-glutamate